NC1=CC(=C(C=C1)N1CCC(CC1)N1CCC(CC1)COC1=CC(=C2C(NC(=NC2=C1)COC1CCOCC1)=O)F)F 7-((1'-(4-amino-2-fluorophenyl)-[1,4'-bipiperidin]-4-yl)methoxy)-5-fluoro-2-(((tetrahydro-2H-pyran-4-yl)oxy)methyl)quinazolin-4(3H)-one